8-[3-fluoro-5-(piperazin-1-ylmethyl)phenyl]-3,8-diazabicyclo[3.2.1]octan FC=1C=C(C=C(C1)CN1CCNCC1)N1C2CNCC1CC2